CC1(OCC(O1)CNC(\C=C\C=1N=CN(C1)C(C1=CC=CC=C1)(C1=CC=CC=C1)C1=CC=CC=C1)=O)C (E)-N-((2,2-dimethyl-1,3-dioxolan-4-yl)methyl)-3-(1-trityl-1H-imidazol-4-yl)acrylamide